NC=1C(=C(C(=CC1)F)N1C(N(C2=NC(=NC=C2C1=O)SC)C1CC1)=O)F 3-(3-Amino-2,6-difluorophenyl)-1-cyclopropyl-7-(methylthio)pyrimido[4,5-d]pyrimidine-2,4(1H,3H)-dione